4-amino-N-ethyl-N-((1R)-1-(5-(trifluoromethyl)-2-pyridinyl)ethyl)-1,3-dihydrofuro[3,4-c][1,8]naphthyridine-8-carboxamide NC1=NC=2N=CC(=CC2C2=C1COC2)C(=O)N([C@H](C)C2=NC=C(C=C2)C(F)(F)F)CC